1-{1-[6-(2-hydroxyphenyl)pyridazin-4-yl]-4-phenylpiperidine-4-carbonyl}-4-methylpiperidine-4-carboxylic acid OC1=C(C=CC=C1)C1=CC(=CN=N1)N1CCC(CC1)(C(=O)N1CCC(CC1)(C(=O)O)C)C1=CC=CC=C1